OC1(CC(C1)N1C2=C(C3=C1N=NC(=C3)C3=C(C=C(C=C3C)C(F)(F)F)O)CCC2)C 2-[8-(cis-3-hydroxy-3-methylcyclobutyl)-5,6,7,8-tetrahydrocyclopenta[4,5]pyrrolo[2,3-c]pyridazin-3-yl]-3-methyl-5-(trifluoromethyl)phenol